C(C1=CC=C(C=C1)NC(=O)[C@@H]1C(C[C@@H]2SCC[C@@H](C(N21)=O)NC([C@H](C)NC)=S)(C)C)C2=CC=C(C=C2)NC(=O)[C@@H]2C(C[C@@H]1SCC[C@@H](C(N12)=O)NC([C@H](C)NC)=S)(C)C (4S,4'S,7S,7'S,9aS,9a'S)-N,N'-(methylenebis-(4,1-phenylene))bis(8,8-dimethyl-4-((S)-2-(methylamino)propane-thioamido)-5-oxoocta-hydropyrrolo[2,1-b]-[1,3]thiazepine-7-carboxamide)